(5S,6R)-8,9-difluoro-N,N,6-trimethyl-5,6-dihydro-4H-pyrrolo[3,2,1-ij]quinolin-5-amine FC=1C=C2[C@H]([C@@H](CN3C2=C(C1F)C=C3)N(C)C)C